ClC1=C(NC2=NSC3=C2C=CC(=C3)C=N[C@@H](CO)C(=O)O)C=CC=C1C1=CC3=C(OCCO3)C=C1 N-(3-(2-chloro-3-(1,4-benzodioxan-6-yl)anilino)benzisothiazol-6-ylmethylene)-L-serine